6-(1-Methyl-1H-imidazol-5-yl)-N-(pyridin-3-yl)picolinamide CN1C=NC=C1C1=CC=CC(=N1)C(=O)NC=1C=NC=CC1